((2-(((3S,6S,9aS)-3-(3-(3-methylpyridin-2-yl)azetidine-1-carbonyl)-5-oxooctahydro-1H-pyrrolo[1,2-a]azepin-6-yl)carbamoyl)benzo[b]thiophen-5-yl)methyl)phosphonic acid CC=1C(=NC=CC1)C1CN(C1)C(=O)[C@@H]1CC[C@H]2N1C([C@H](CCC2)NC(=O)C2=CC1=C(S2)C=CC(=C1)CP(O)(O)=O)=O